6-(6-(4-methoxypyridin-3-yl)-4-methyl-1H-pyrazolo[4,3-c]pyridin-1-yl)-4-((2R,3S)-2-methyl-3-((methylsulfonyl)methyl)azetidin-1-yl)-N-(1-methylpiperidin-4-yl)pyridin-2-amine COC1=C(C=NC=C1)C1=CC2=C(C(=N1)C)C=NN2C2=CC(=CC(=N2)NC2CCN(CC2)C)N2[C@@H]([C@H](C2)CS(=O)(=O)C)C